N-(6-(4-methylpiperazin-1-yl)pyridin-3-yl)-3-(quinolin-6-yl)-1H-pyrrolo[2,3-b]pyridine-5-carboxamide CN1CCN(CC1)C1=CC=C(C=N1)NC(=O)C=1C=C2C(=NC1)NC=C2C=2C=C1C=CC=NC1=CC2